1-(5-bromo-2-(tetrahydro-2H-pyran-4-yl)phenyl)-N,N-dimethylmethylamine BrC=1C=CC(=C(C1)CN(C)C)C1CCOCC1